N-((3R,4S)-3-Methyl-1-((1-methyl-1H-imidazol-4-yl)sulfonyl)piperidin-4-yl)-5-(piperidin-1-yl)-6-(1H-pyrazol-4-yl)-[1,2,4]triazolo[1,5-a]pyridin-2-amine C[C@@H]1CN(CC[C@@H]1NC1=NN2C(C=CC(=C2N2CCCCC2)C=2C=NNC2)=N1)S(=O)(=O)C=1N=CN(C1)C